CO[C@@H](CO)C1=NC(=CC(=N1)N1N=C(C=C1C)C1=CNC2=C1C=NC=C2)N2CCOCC2 (R)-2-methoxy-2-(4-(5-methyl-3-(1H-pyrrolo[3,2-c]pyridin-3-yl)-1H-pyrazol-1-yl)-6-morpholinopyrimidin-2-yl)ethan-1-ol